3-(5-hydroxy-1H-indol-3-yl)cyclohex-2-enone tert-butyl-((3S,6S)-4,4-difluoro-6-(5-(3-cis-(trifluoromethoxy)cyclobutyl)-1,3,4-oxadiazol-2-yl)tetrahydro-2H-pyran-3-yl)carbamate C(C)(C)(C)N(C(O)=O)[C@H]1CO[C@@H](CC1(F)F)C=1OC(=NN1)C1(CCC1)OC(F)(F)F.OC=1C=C2C(=CNC2=CC1)C1=CC(CCC1)=O